C(C=C)(=O)OC[C@@H](CC)C |r| racemic-2-methylbutyl acrylate